(5S,7S)-5-(2,3-difluorophenyl)-7-fluoro-2-(methylthio)-6,7-dihydro-5H-pyrrolo[1,2-b][1,2,4]triazole FC1=C(C=CC=C1F)[C@@H]1C[C@@H](C=2N1N=C(N2)SC)F